C(N)(=O)C=1C=C(C=CC1)C1=CC=CC=C1 3'-carbamoyl-biphenyl